N1(C=NC=C1)C=1C=C(C(=O)N)C=C(C1)OCCOC 3-(1H-imidazol-1-yl)-5-(2-methoxyethoxy)benzamide